ClC1=NC(=C(C(=N1)OC)CCl)C 2-chloro-5-(chloromethyl)-4-methoxy-6-methylpyrimidine